(6-aminopyridin-2-yl)-N2-(2-(1,1-difluoroethyl)pyridin-4-yl)-N4-isopropyl-1,3,5-triazine-2,4-diamine NC1=CC=CC(=N1)C1=NC(=NC(=N1)NC1=CC(=NC=C1)C(C)(F)F)NC(C)C